tert-Butyl (S)-2-(4-((1-(7-amino-2-(furan-2-yl)-[1,2,4]triazolo[1,5-a][1,3,5]triazin-5-yl)piperidin-3-yl)methyl)piperazin-1-yl)-4-methylthiazole-5-carboxylate NC1=NC(=NC=2N1N=C(N2)C=2OC=CC2)N2C[C@@H](CCC2)CN2CCN(CC2)C=2SC(=C(N2)C)C(=O)OC(C)(C)C